Tert-butyl-((3R,5R)-1-(2-(1-(cyclopropylmethyl)-1H-pyrrolo[2,3-b]pyridin-2-yl)-4-methoxy-3-methylpyrazolo[1,5-a]pyridine-6-carbonyl)-5-fluoropiperidin-3-yl) carbamate C(N)(O[C@H]1C(N(C[C@@H](C1)F)C(=O)C=1C=C(C=2N(C1)N=C(C2C)C2=CC=1C(=NC=CC1)N2CC2CC2)OC)C(C)(C)C)=O